5-(5-chloro-2,4-difluorophenyl)-N-(4-cyano-2-fluorophenyl)-1H-pyrrole-3-sulfonamide ClC=1C(=CC(=C(C1)C1=CC(=CN1)S(=O)(=O)NC1=C(C=C(C=C1)C#N)F)F)F